N,N-dimethyl-1-[(1S,2S)-2-{[(1R,2R)-2-pentylcyclopropyl]methyl}cyclopropyl]nonadecane-10-amine CN(C(CCCCCCCCC[C@@H]1[C@@H](C1)C[C@@H]1[C@@H](C1)CCCCC)CCCCCCCCC)C